N=1NSC=2C1C=CN2 pyrrolo[3,2-d]-1,2,3-thiadiazole